3-(N-phenylamino)propylmethylsilane 4-(benzylthio)-2,3,5,6-tetrafluorophenyl-azetidine-1-carboxylate C(C1=CC=CC=C1)SC1=C(C(=C(C(=C1F)F)OC(=O)N1CCC1)F)F.C1(=CC=CC=C1)NCCC[SiH2]C